methyl 2-(3-chloro-4-(4,4,5,5-tetramethyl-1,3,2-dioxaborolan-2-yl)phenyl)acetate ClC=1C=C(C=CC1B1OC(C(O1)(C)C)(C)C)CC(=O)OC